CN(CCC(C)(N)C)C N,N,3-trimethyl-1,3-butylenediamine